Butyl (5-((2-(1,3-dioxoisoindolin-2-yl)ethyl)sulfonyl)-5-azaspiro[2.5]octan-8-yl)carbamate O=C1N(C(C2=CC=CC=C12)=O)CCS(=O)(=O)N1CC2(CC2)C(CC1)NC(OCCCC)=O